2,6-diphenyl-1-[2,6-bis(2,4,6-trimethoxyphenyl)phenyl]-phospha-cyclohexane C1(=CC=CC=C1)C1P(C(CCC1)C1=CC=CC=C1)C1=C(C=CC=C1C1=C(C=C(C=C1OC)OC)OC)C1=C(C=C(C=C1OC)OC)OC